5-(N-(2-Hydroxyphenethyl)sulfamoyl)-3-methylbenzofuran-2-carboxylic acid OC1=C(CCNS(=O)(=O)C=2C=CC3=C(C(=C(O3)C(=O)O)C)C2)C=CC=C1